2-((2-chloro-5-cyano-3-(4-(piperidin-4-yl)piperazin-1-yl)phenyl)amino)-4-(cyclopropylamino)pyrazolo[1,5-a][1,3,5]triazine-8-carbonitrile ClC1=C(C=C(C=C1N1CCN(CC1)C1CCNCC1)C#N)NC1=NC=2N(C(=N1)NC1CC1)N=CC2C#N